di(heptadecyl)amine C(CCCCCCCCCCCCCCCC)NCCCCCCCCCCCCCCCCC